(R)-5-{4-[4-(3,5-dicyclopropylpyridin-2-yl)piperazine-1-carbonyl]-2-fluorophenyl}-5-methylimidazolidine-2,4-dione C1(CC1)C=1C(=NC=C(C1)C1CC1)N1CCN(CC1)C(=O)C1=CC(=C(C=C1)[C@@]1(C(NC(N1)=O)=O)C)F